FC(C[C@H]1COCCN1C1=CC(=C(C(=O)N[C@H](C(=O)O)CC=2C=NC(=CC2)N2C(N(C3=C(C2=O)C=CN=C3)C)=O)C(=C1)C)F)F (S)-2-(4-((S)-3-(2,2-difluoroethyl)morpholino)-2-fluoro-6-methylbenzamido)-3-(6-(1-methyl-2,4-dioxo-1,4-dihydropyrido[3,4-d]pyrimidin-3(2H)-yl)pyridin-3-yl)propanoic acid